(isoxazol-3-ylmethyl)benzamide O1N=C(C=C1)CC1=C(C(=O)N)C=CC=C1